C(C)(=O)C=1C(=C(C=CC1)C(C1CC2CCC(C1)N2C(=O)OC(C)(C)C)(F)F)F tert-butyl 3-((3-acetyl-2-fluorophenyl)difluoromethyl)-8-azabicyclo[3.2.1]octane-8-carboxylate